O=C1NC(CCC1N1C(C2=CC=CC(=C2C=N1)C#CCCCN1CCC(CC1)COC=1C=NC(=NC1)C1=CC=C(CN2N=C(C=CC2=O)C=2C=C(C#N)C=CC2)C=C1)=O)=O 3-(1-(4-(5-((1-(5-(2-(2,6-dioxopiperidin-3-yl)-1-oxo-1,2-dihydrophthalazine-5-yl)pent-4-yn-yl)piperidin-4-yl)methoxy)pyrimidin-2-yl)benzyl)-6-oxo-1,6-dihydropyridazin-3-yl)Benzonitrile